BrC1=CC(=C(C(=O)O)C=C1F)N1CCC(CC1)=C(F)F 4-Bromo-2-(4-(difluoromethylene)piperidin-1-yl)-5-fluorobenzoic acid